ethyl 1'-(cyclobutylmethyl)-5-methyl-4'-oxo-1',4'-dihydro-[2,3'-bipyridine]-5'-carboxylate C1(CCC1)CN1C=C(C(C(=C1)C(=O)OCC)=O)C1=NC=C(C=C1)C